FC(C(=O)O)(F)F.NC=1N=CC(=NC1C=1C=NN(C1)C1CCOCC1)C=1C=C(C=CC1C)C(C(=O)N)(C(F)(F)F)O 2-(3-(5-amino-6-(1-(tetrahydro-2H-pyran-4-yl)-1H-pyrazol-4-yl)pyrazin-2-yl)-4-methylphenyl)-3,3,3-trifluoro-2-hydroxypropanamide trifluoroacetate